C[C@@H]1CN(CCO1)C1=NC=CC=C1C(=O)O |r| racemic-2-(2-methylmorpholin-4-yl)pyridine-3-carboxylic acid